1-(4-(5-(difluoromethyl)-1,3,4-oxadiazol-2-yl)-2-fluorobenzyl)-3-(1-(oxetan-3-yl)pyrrolidin-3-yl)-1,3-dihydro-2H-benzo[d]imidazol-2-one FC(C1=NN=C(O1)C1=CC(=C(CN2C(N(C3=C2C=CC=C3)C3CN(CC3)C3COC3)=O)C=C1)F)F